Methyl (S)-2-(2,5-difluoro-4-(6-((2-fluoro-4-(1-(oxetan-3-yl)-1H-pyrazol-4-yl)benzyl)oxy)pyridin-2-yl)benzyl)-1-(oxetan-2-ylmethyl)-1H-benzo[d]imidazole-6-carboxylate FC1=C(CC2=NC3=C(N2C[C@H]2OCC2)C=C(C=C3)C(=O)OC)C=C(C(=C1)C1=NC(=CC=C1)OCC1=C(C=C(C=C1)C=1C=NN(C1)C1COC1)F)F